2-chloro-4-(2,5-difluorophenyl)pyridin-3-amine ClC1=NC=CC(=C1N)C1=C(C=CC(=C1)F)F